O1C(=CC=C1)CC1(NN2C(C(=N1)N)=NC=C2CC2=CC=C(C=C2)CN2CCCC2)N 2-(furan-2-ylmethyl)-7-(4-(pyrrolidin-1-ylmethyl)benzyl)imidazo[2,1-f][1,2,4]triazine-2,4-diamine